phenyl (4-(4-chloro-3-(diethyl-amino)phenyl)-but-3-yn-2-yl)-carbamate ClC1=C(C=C(C=C1)C#CC(C)NC(OC1=CC=CC=C1)=O)N(CC)CC